ClC1=CC=CC=2N(C[C@@H](OC21)C)C(=O)C2=C(C(=CC(=C2)N2N=C(N=C2)C(C)C)O)O [(2S)-8-chloro-2-methyl-2,3-dihydro-1,4-benzoxazin-4-yl]-[2,3-dihydroxy-5-(3-isopropyl-1,2,4-triazol-1-yl)phenyl]methanone